5-(cyclopropylmethoxy)-7-(difluoromethyl)-2,2-dimethyl-4H-benzo[d][1,3]dioxin-4-one C1(CC1)COC1=CC(=CC=2OC(OC(C21)=O)(C)C)C(F)F